CN1CC(C1)COC=1C=C(N)C=C(C1)C(F)(F)F 3-[(1-Methylazetidin-3-yl)methoxy]-5-(trifluoromethyl)aniline